Cl.CNCC=C N-methylallylamine hydrochloride